C(=C)OF vinyl-fluoroether